(S)-2-(2-acetyl-7-(3-methyl-1H-pyrrolo[2,3-b]pyridin-5-yl)-1,2,3,4-tetrahydroisoquinoline-5-yl)pyrrolidine-1-carboxylic acid tert-butyl ester C(C)(C)(C)OC(=O)N1[C@@H](CCC1)C1=C2CCN(CC2=CC(=C1)C=1C=C2C(=NC1)NC=C2C)C(C)=O